N1N=NN=C1C1=CC=C(C=C1)C=1OC(=CN1)C1=CC=C(C=C1)C1=NN=NN1 2,5-bis(4-(1H-tetrazole-5-yl)phenyl)oxazole